CN(C1CCN(CC1)C1=CC(=C(C=C1)N1C(=NC(=C1)C1=NC(=NC=C1C(F)(F)F)N[C@@H]1[C@@H](CN(CC1)S(=O)(=O)C)F)C)F)C (1-(4-(4-(dimethylamino)piperidin-1-yl)-2-fluorophenyl)-2-methyl-1H-imidazol-4-yl)-N-((3R,4S)-3-fluoro-1-(methylsulfonyl)piperidin-4-yl)-5-(trifluoromethyl)pyrimidin-2-amine